1-((3-chlorophenyl)sulfonyl)-3,5-bis(4-methoxyphenyl)-4,5-dihydro-1H-pyrazole ClC=1C=C(C=CC1)S(=O)(=O)N1N=C(CC1C1=CC=C(C=C1)OC)C1=CC=C(C=C1)OC